C(C1=CC=CC=C1)O[C@H]1[C@@H]2[C@H](OC1)[C@@H](CO2)OC2=CC=C(C=C2)[N+](=O)[O-] (3R,3aR,6R,6aR)-3-(benzyloxy)-6-(4-nitrophenoxy)hexahydrofuro[3,2-b]furan